3-methylhex-2,4-dienedioic acid CC(=CC(=O)O)C=CC(=O)O